N-((1s,3s)-3-((5-(5-(hydroxymethyl)thiazol-2-yl)-1H-pyrrolo[2,3-b]pyridin-4-yl)amino)cyclobutyl)benzenesulfonamide OCC1=CN=C(S1)C=1C(=C2C(=NC1)NC=C2)NC2CC(C2)NS(=O)(=O)C2=CC=CC=C2